(S)-N-(1-(3-chloro-5-methoxypyrazin-2-yl)pent-4-en-1-yl)-2-methylpropane-2-sulfinamide ClC=1C(=NC=C(N1)OC)C(CCC=C)N[S@@](=O)C(C)(C)C